5-chloro-1-((5-phenylpyridin-2-yl)methyl)-1H-indazole-7-carboxylic acid methyl ester COC(=O)C=1C=C(C=C2C=NN(C12)CC1=NC=C(C=C1)C1=CC=CC=C1)Cl